5-(piperazin-1-yl)pyridinecarbonitrile hydrochloride Cl.N1(CCNCC1)C=1C=CC(=NC1)C#N